FC=1C(=CC(=C2C=C(NC12)C(=O)N(C)C)B1OC(C(O1)(C)C)(C)C)C=1CN(CCC1)C([C@@H](CN1N=CC=C1)C)=O (R)-7-fluoro-N,N-dimethyl-6-(1-(2-methyl-3-(1H-pyrazol-1-yl)propanoyl)-1,2,5,6-tetrahydropyridin-3-yl)-4-(4,4,5,5-tetramethyl-1,3,2-dioxaborolan-2-yl)-1H-indole-2-carboxamide